5-Chloro-N-(2-fluoro-5-(5-(furan-2-yl)-1,3,4-oxadiazol-2-yl)phenyl)-2-(fluoromethoxy)benzamide ClC=1C=CC(=C(C(=O)NC2=C(C=CC(=C2)C=2OC(=NN2)C=2OC=CC2)F)C1)OCF